BrC=1C=NC=CC1C(CCC=CC)NC1=CC=C(C=C1)C N-(1-(3-bromopyridin-4-yl)hex-4-en-1-yl)-4-methylaniline